OC[C@@]1([C@@H](O)[C@H](O)[C@H](O1)CO)OC[C@@H]1[C@H]([C@@H]([C@@](CO)(O1)OC[C@]1(O)[C@@H](O)[C@@H](O)[C@H](O)CO1)O)O β-D-fructofuranosyl-(2→6)-β-D-fructofuranosyl-(2→1)-β-D-tagatopyranose